isopropylidenedi[(2,6-dichlorobenzene-4,1-diyl)oxycarbonyl-(p-phenylene)]bismaleimide C(C)(C)(C1=CC(=C(C(=C1)Cl)OC(=O)C1=CC=C(C=C1)C=1C(=O)NC(C1)=O)Cl)C1=CC(=C(C(=C1)Cl)OC(=O)C1=CC=C(C=C1)C=1C(=O)NC(C1)=O)Cl